(±)-L-tartaric acid C([C@H](O)[C@@H](O)C(=O)O)(=O)O |r|